C(#C)C1=CC(=NC(=C1)C)C(=O)OC methyl 4-ethynyl-6-methylpicolinate